1-(5-((2,4-Dimethoxybenzyl)amino)-4-methoxy-7-(methylthio)pyrazolo[1,5-c]pyrimidin-3-yl)ethanone COC1=C(CNC2=C(C=3N(C(=N2)SC)N=CC3C(C)=O)OC)C=CC(=C1)OC